Cl.COC(CN)=O glycine methyl ester hydrochloride salt